2-Chloro-N-(5-chloro-6-(3-(4,4-difluoropiperidin-1-yl)azetidin-1-yl)pyridin-3-yl)-4-(3-ethynylpyridin-4-yl)-5-fluorobenzamide ClC1=C(C(=O)NC=2C=NC(=C(C2)Cl)N2CC(C2)N2CCC(CC2)(F)F)C=C(C(=C1)C1=C(C=NC=C1)C#C)F